1,3-diisopropenyl-5-isocyanoacetoxymethylbenzene C(=C)(C)C1=CC(=CC(=C1)COC(C[N+]#[C-])=O)C(=C)C